ClC=1C(=C(C=CC1F)[C@@H](NC(=O)N1[C@@H](C(NCC1)=O)C)C1CC(C1)(F)F)F (2R)-N-((S)-(3-chloro-2,4-difluorophenyl)(3,3-difluorocyclobutyl)methyl)-2-methyl-3-oxopiperazine-1-carboxamide